3-(4-(7-((1-(4-((5-chloro-4-((2-(dimethylphosphono)phenyl)amino)pyrimidin-2-yl)amino)-3-methoxyphenyl)piperidin-4-yl)amino)hept-1-yn-1-yl)-1-oxoisoindolin-2-yl)piperidine-2,6-dione ClC=1C(=NC(=NC1)NC1=C(C=C(C=C1)N1CCC(CC1)NCCCCCC#CC1=C2CN(C(C2=CC=C1)=O)C1C(NC(CC1)=O)=O)OC)NC1=C(C=CC=C1)P(=O)(OC)OC